C(C)(C)(C)OC(=O)N[C@H](C(=O)OCC#N)CC1=CC2=C(C=C(S2)C#N)C=C1 Cyanomethyl (S)-2-((tert-butoxy-carbonyl)amino)-3-(2-cyanobenzo[d]thiophen-6-yl)propanoate